N=1C=CN2C1N=CC(=C2)C=2C=CN1N=C(N=C(C12)OC)N[C@@H]1C(N(CCC1)C)=O (S)-3-((5-(imidazo[1,2-a]pyrimidin-6-yl)-4-methoxypyrrolo[2,1-f][1,2,4]triazin-2-yl)amino)-1-methylpiperidin-2-one